C1(=CC=CC=C1)N(C1=CC=C(C=C1)C1=CC=2C(C3=CC=CC=C3C(C2C=C1)=O)=O)C1=CC=CC=C1 2-(4-diphenylamino-phenyl)-anthraquinone